NC\C=C(\CN1C(=NC2=C1C=C(C=C2C2=CC=C(C=C2)S(NC2CC2)(=O)=O)C(=O)N(C)C)C)/F (Z)-1-(4-amino-2-fluorobut-2-en-1-yl)-4-(4-(N-cyclopropylsulfamoyl)phenyl)-N,N,2-trimethyl-1H-benzo[d]imidazole-6-carboxamide